Ethyl (R)-1-((4-(pentan-3-ylsulfonyl)phenyl)sulfonyl)piperidine-3-carboxylate CCC(CC)S(=O)(=O)C1=CC=C(C=C1)S(=O)(=O)N1C[C@@H](CCC1)C(=O)OCC